FC1=C(C=C(C=C1)OC(F)(F)F)NC(OCC1=C2CCNC2=C2C(=C1)C(N(C2)C2C(NC(CC2)=O)=O)=O)=O (7-(2,6-dioxopiperidin-3-yl)-6-oxo-1,2,3,6,7,8-hexahydropyrrolo[3,4-g]indol-4-yl)methyl (2-fluoro-5-(trifluoromethoxy)phenyl)carbamate